(R)-3-(8-((1r,4R)-4-(4-(1-(3-amino-6-(2-hydroxyphenyl)pyridazin-4-yl)-1H-pyrazol-4-yl)piperazin-1-yl)cyclohexyl)-2,3-dihydro-4H-benzo[b][1,4]oxazin-4-yl)piperidine-2,6-dione NC=1N=NC(=CC1N1N=CC(=C1)N1CCN(CC1)C1CCC(CC1)C1=CC=CC2=C1OCCN2[C@H]2C(NC(CC2)=O)=O)C2=C(C=CC=C2)O